COC1=CC=C(C=C1)N1CCNCC1 4-(4-methoxyphenyl)piperazin